OC[C@@H]1[C@@H](CCC1)NC(OC(C)(C)C)=O Tert-Butyl cis-(2-(hydroxymethyl)cyclopentyl)carbamate